BrC(C#N)=C α-Bromoacrylnitril